1-(1-(5-chloro-4-(8-fluoroimidazo[1,2-a]pyridin-6-yl)pyridin-2-yl)ethyl)-1-ethyl-3-((S)-1,1,1,5,5,5-hexafluoropentan-2-yl)urea ClC=1C(=CC(=NC1)C(C)N(C(=O)N[C@H](C(F)(F)F)CCC(F)(F)F)CC)C=1C=C(C=2N(C1)C=CN2)F